ClC1=C(C=C(C=C1)F)C1=C(C=NN1)C 5-(2-chloro-5-fluorophenyl)-4-methyl-1H-pyrazole